3-nitro-8-(tetrazol-5-yl)pyrazolo[5,1-c][1,2,4]triazin-4-amine ammonium salt [NH4+].[N+](=O)([O-])C1=C(N2C(N=N1)=C(C=N2)C2=NN=NN2)N